tert-Butyl 6-((3-(2-(((benzyloxy)carbonyl)amino)ethoxy)benzyl)oxy)-2-azaspiro[3.3]heptane-2-carboxylate C(C1=CC=CC=C1)OC(=O)NCCOC=1C=C(COC2CC3(CN(C3)C(=O)OC(C)(C)C)C2)C=CC1